N-[[6-(2-Cyclohexylpropoxy)-2-pyridyl]sulfonyl]-2-(2,2,4-trimethylpyrrolidin-1-yl)pyridin-3-carboxamid C1(CCCCC1)C(COC1=CC=CC(=N1)S(=O)(=O)NC(=O)C=1C(=NC=CC1)N1C(CC(C1)C)(C)C)C